C(=O)C=1C(=NN(C1)CCC#N)C1=CC=CC=C1 3-(4-formyl-3-phenyl-1H-pyrazol-1-yl)propionitrile